octadecyl 3-(3,5-di-tert-butyl-4-hydroxy-phenyl)propionate C(C)(C)(C)C=1C=C(C=C(C1O)C(C)(C)C)CCC(=O)OCCCCCCCCCCCCCCCCCC